FC=1C=C2C(=NC=3N(C2=CC1)C=NN3)N(C)C3=CC(=CC(=C3)C#CC3(CC3)C(F)(F)F)F 7-fluoro-N-(3-fluoro-5-((1-(trifluoromethyl)cyclopropyl)ethynyl)phenyl)-N-methyl-[1,2,4]triazolo[4,3-a]quinazolin-5-amine